1-(2,6-dioxopiperidin-3-yl)-6-methyl-1H-imidazo[1,5,4-de]quinoxaline-2,5(4H,6H)-dione O=C1NC(CCC1N1C(N2CC(N(C=3C=CC=C1C23)C)=O)=O)=O